FC=1C=C(C=CC1)C=1N=CC=2N(C1)C(=NC2)C2=CC=C(C(=O)NCCCNC(OC(C)(C)C)=O)C=C2 tert-butyl (3-(4-(6-(3-fluorophenyl)imidazo[1,5-a]pyrazin-3-yl)benzamido)propyl)carbamate